O=C1N(CCC(N1)=O)C/C=C/CCS(=O)(=O)NC(C)(C)C1=CC(=C(C=C1)F)OCC(C)C (E)-5-(2,4-dioxotetrahydropyrimidin-1(2H)-yl)-N-(2-(4-fluoro-3-isobutoxyphenyl)propan-2-yl)pent-3-ene-1-sulfonamide